C1=CC=CC=2C3=CC=CC=C3C(C12)COC(=O)NCC1=NN=C(S1)C=1N(C2=CC=CC(=C2C1)N[C@H]1[C@H](CN(CC1)C(=O)OC(C)(C)C)F)CC(F)(F)F tert-butyl (3S,4R)-4-((2-(5-(((((9H-fluoren-9-yl)methoxy)carbonyl)amino)methyl)-1,3,4-thiadiazol-2-yl)-1-(2,2,2-trifluoroethyl)-1H-indol-4-yl)amino)-3-fluoropiperidine-1-carboxylate